tert-Butyl 2-(((tert-Butoxycarbonyl)(cyclobutylmethyl)amino)methyl)-6-((4-(methylamino)pyrazolo[1,5-a]pyrazine-6-carboxamido)methyl)-1H-indole-1-carboxylate C(C)(C)(C)OC(=O)N(CC1CCC1)CC=1N(C2=CC(=CC=C2C1)CNC(=O)C=1N=C(C=2N(C1)N=CC2)NC)C(=O)OC(C)(C)C